3-(6-bromo-3,5-difluoropyridin-2-yl)-7-(1-trityl-1H-imidazol-5-yl)imidazo[1,2-a]pyridine BrC1=C(C=C(C(=N1)C1=CN=C2N1C=CC(=C2)C2=CN=CN2C(C2=CC=CC=C2)(C2=CC=CC=C2)C2=CC=CC=C2)F)F